5-(bromomethyl)-3-methylene-5-phenyldihydrofuran-2(3H)-one BrCC1(CC(C(O1)=O)=C)C1=CC=CC=C1